C1(CC1)NC=1N=CC2=C(N1)N(C(C(=C2)N2CCN(C1=C(C=CC=C21)C)C(=O)OCC2=CC=CC=C2)=O)C2=CC=C(C=C2)N(C)CCOC benzyl 4-[2-(cyclopropylamino)-8-[4-[2-methoxyethyl (methyl) amino] phenyl]-7-oxo-pyrido[2,3-d]pyrimidin-6-yl]-8-methyl-2,3-dihydroquinoxaline-1-carboxylate